NC=1C(=C(C=CC1)CC=1C(OC2=CC(=CC=C2C1C)OC1=NC=CC=C1F)=O)OC 3-[(3-amino-2-methoxy-phenyl)methyl]-7-[(3-fluoro-2-pyridyl)oxy]-4-methyl-chromen-2-one